2-(2-(2-(3-cyclopropyl-5-sulfamoylphenethoxy)pyridin-4-yl)-4-fluoro-6-isopropyl-phenyl)acetic acid C1(CC1)C=1C=C(CCOC2=NC=CC(=C2)C2=C(C(=CC(=C2)F)C(C)C)CC(=O)O)C=C(C1)S(N)(=O)=O